BrC=1CN(C=C(C1)C(=O)O)C1=NC=CC=C1Cl 3-bromo-1-(3-chloro-2-pyridyl)-1H-pyridine-5-carboxylic acid